NC=1C=C(C=C2C=CN(C(C12)=O)[C@@H]1CNCC1)C=1C=C(C=2N(N1)C=C(N2)C)C 8-amino-6-(2,8-dimethylimidazo[1,2-b]pyridazin-6-yl)-2-[(3S)-pyrrolidin-3-yl]isoquinolin-1-one